C(OC=1C=C2C(=CNC2=CC1)C[C@@H]1N(CCC1)C([2H])([2H])[2H])([2H])([2H])[2H] (R)-5-(methoxy-d3)-3-((1-(methyl-d3)-pyrrolidin-2-yl)-methyl)-1H-indole